1-[(3-{[(2S)-oxetan-2-yl]methyl}-6-[5-(trifluoromethyl)-4H-1,2,4-triazol-3-yl]-3H-imidazo[4,5-c]pyridin-2-yl)methyl]piperidin-3-ol O1[C@@H](CC1)CN1C(=NC2=C1C=NC(=C2)C2=NN=C(N2)C(F)(F)F)CN2CC(CCC2)O